7-bromo-4-hydroxy-3,4-dihydro-1H-isoquinoline-2-carboxylic acid tert-butyl ester C(C)(C)(C)OC(=O)N1CC2=CC(=CC=C2C(C1)O)Br